COC=1C=C2C(=NN(C2=C2C1C=CC=C2)CCCC2=CC=CC=C2)C 5-methoxy-3-methyl-1-(3-phenylpropyl)-1H-benzo[g]indazole